[Cl-].FC(OC1=CC=C(C=C1)N1N=C(C2=CC=CC=C12)C[NH3+])(F)F [1-[4-(trifluoromethoxy)phenyl]indazol-3-yl]methylammonium chloride